flavan-3,4-diol O1C(C(C(C2=CC=CC=C12)O)O)C1=CC=CC=C1